C1(=CC=C(C=C1)NNC(=O)N)NNC(=O)N p-phenylene-bis-semicarbazide